C(C)(C)(C)OC(=O)NCCC[N+]1=CNC=C1 3-(3-((tert-butoxy-carbonyl)amino)propyl)-1H-imidazol-3-ium